ClC=1C=CC=2C(C3=CC=C(C=C3OC2C1)Cl)NC(OCC1C2=CC=CC=C2C=2C=CC=CC12)=O (9H-fluoren-9-yl)methyl (3,6-dichloro-9H-xanthen-9-yl)carbamate